FC1(CC1)C1=CC=C(C=C1)NC([O-])=O (4-(1-fluorocyclopropyl)phenyl)carbamate